ClC1=CC=C(C=N1)NC1=NC=CC2=CC(=CC=C12)OCC1(CC1)S(=O)(=O)C N-(6-chloropyridin-3-yl)-6-((1-(methylsulfonyl)cyclopropyl)meth-oxy)isoquinolin-1-amine